C(C)(=O)O[C@@H](C(=O)O)CC (R)-2-Acetoxybutyric acid